4-amino-N-(4-(2-(4-chloro-phenyl)but-3-yn-2-yl)-thiazol-2-yl)piperidine-1-carboxamide NC1CCN(CC1)C(=O)NC=1SC=C(N1)C(C)(C#C)C1=CC=C(C=C1)Cl